C1(CCC1)C(=O)O cyclobutylcarboxylic acid